N-(4-chloro-2-fluoro-5-(7-(methylamino)-1,6-naphthyridin-3-yl)phenyl)-4-(2-cyanoprop-2-yl)picolinamide ClC1=CC(=C(C=C1C=1C=NC2=CC(=NC=C2C1)NC)NC(C1=NC=CC(=C1)C(C)(C)C#N)=O)F